racemic-4-Benzyl-3-methyl-2-phenyl-1,3,2-oxazaborolidine C(C1=CC=CC=C1)[C@H]1N(B(OC1)C1=CC=CC=C1)C |r|